OCCC(C(=O)N)(O)C (beta-Hydroxyethyl)-lactamide